C(C(=C)C)(=O)OCC(COCC=C)O 3-(allyloxy)-2-hydroxypropyl methacrylate